2-(5-(((1R,2S,3S,5S)-2-fluoro-1,5,8-trimethyl-8-azabicyclo[3.2.1]octan-3-yl)(methyl)amino)-1,3,4-thiadiazol-2-yl)-5-(4-methoxy-1,3,5-triazin-2-yl)phenol F[C@@H]1[C@]2(CC[C@@](C[C@@H]1N(C1=NN=C(S1)C1=C(C=C(C=C1)C1=NC=NC(=N1)OC)O)C)(N2C)C)C